C(CCCCCCC(C)C)(=O)O isodecanoic acid